4-(8-methyl-2-methylsulfanyl-7-oxo-pyrido[2,3-d]pyrimidin-6-yl)piperazine-1-carboxylic acid tert-butyl ester C(C)(C)(C)OC(=O)N1CCN(CC1)C1=CC2=C(N=C(N=C2)SC)N(C1=O)C